NCCCNCCC1=CC=C(C(=O)NC2=CC=C(C=C2)S(=O)(=O)N2CCN(CC2)C2=NC(=CC(=C2)C(F)(F)F)C#N)C=C1 4-[2-(3-aminopropylamino)ethyl]-N-[4-[4-[6-cyano-4-(trifluoromethyl)-2-pyridinyl]piperazin-1-yl]sulfonylphenyl]benzamide